ClCCC1(CCOCC1)CN1N=NC2=C1C=CC(=C2C)C(CC(=O)OCC)C2=CC(=C(C=C2)C)[C@@H](C)N2S(OC1=C(C2)C=C(C=C1)O)(=O)=O ethyl 3-(1-{[4-(2-chloroethyl)oxan-4-yl]methyl}-4-methyl-1H-benzotriazol-5-yl)-3-{3-[(1R)-1-(6-hydroxy-2,2-dioxo-2H-1,2λ6,3-benzoxathiazin-3(4H)-yl)ethyl]-4-methylphenyl}propanoate